3-chloro-N-[2,6-difluoro-4-[2-(5-fluoro-3-pyridyl)ethynyl]phenyl]-2,5-dimethyl-benzenesulfonamide ClC=1C(=C(C=C(C1)C)S(=O)(=O)NC1=C(C=C(C=C1F)C#CC=1C=NC=C(C1)F)F)C